4,7-dibromo-1,2,5-thiadiazolo[3,4-c]pyridine BrC1=NC=C(C=2C1=NSN2)Br